NCCCCOCCCCC1=CC2=C(N(C(N2C)=O)C2C(NC(CC2)=O)=O)C=C1 3-[5-[4-(4-aminobutoxy)butyl]-3-methyl-2-oxo-benzimidazol-1-yl]piperidine-2,6-dione